ClC=1C=NC(=C(C(=O)NC2CCC(CC2)CN2C(N(C3=C2C=CC=C3)C=3C=C2C(=NN(C2=CC3)C)C)=O)C1)C 5-chloro-N-((1r,4r)-4-((3-(1,3-dimethyl-1H-indazol-5-yl)-2-oxo-2,3-dihydro-1H-benzo[d]imidazol-1-yl)methyl)cyclohexyl)-2-methylnicotinamide